ClC1=C(C(=C(C=C1OC)OC)Cl)N1CC2=C(C=3N=CC=CC13)N=C(N=C2)N[C@@H]2COCC[C@@H]2NC(C=C)=O N-((3S,4S)-3-((6-(2,6-dichloro-3,5-dimethoxyphenyl)-5,6-dihydropyrimido[5,4-c][1,5]naphthyridin-2-yl)amino)tetrahydro-2H-pyran-4-yl)acrylamide